((3-((3-amino-5-chloropyrazin-2-yl)thio)-2-chlorophenyl)Imino)diethyl-lambda6-Thioketone NC=1C(=NC=C(N1)Cl)SC=1C(=C(C=CC1)N=S(CC)(CC)=C=O)Cl